[Br-].C(CCCCC)[N+](CCCCCC)(CCCCCC)CCCCCC Tetrahexyl-ammonium bromide